S1C=NC2=C1C=CC(=C2)NC2=NC=CC(=N2)OC2=C(C=C(C=C2C)/C=C/C#N)C (E)-3-(4-((2-(benzo[d]thiazol-5-ylamino)pyrimidin-4-yl)oxy)-3,5-dimethylphenyl)acrylonitrile